lithium phenyl-2,4,6-trimethyl-benzoyl-phosphinate C1(=CC=CC=C1)P([O-])(=O)C(C1=C(C=C(C=C1C)C)C)=O.[Li+]